methyl spiro[5,6-dihydro-[1,2,4]triazolo[5,1-c][1,4]oxazine-8,1'-cyclopentane]-2-carboxylate C12(CCCC1)OCCN1C2=NC(=N1)C(=O)OC